BrC=1C=C(C=C2N=CC=NC12)N1CCOCC1 4-(8-bromoquinoxalin-6-yl)morpholine